C(C)(C)(C)OC(C1=CC=C(C=C1)NC(=O)C1N(CCC2=CC=CC=C12)C(C=CC1=C(C(=CC=C1N1N=NN=C1)Cl)F)=O)=O 4-(2-(3-(3-chloro-2-fluoro-6-(1H-tetrazol-1-yl)phenyl)propenoyl)-1,2,3,4-tetrahydroisoquinoline-1-carboxamido)benzoic acid tert-butyl ester